ClC1=C(C=C(C=C1)C1=CC=CN2C(=C(C=C12)S(=O)(=O)CC)C1=NC2=C(N=NC(=C2)C(F)(F)F)N1C)F 6-(8-(4-chloro-3-fluorophenyl)-2-(ethylsulfonyl)indolizin-3-yl)-7-methyl-3-(trifluoromethyl)-7H-imidazo[4,5-c]pyridazine